N,N,4-trimethyl-4,5,6,7-tetrahydropyrazolo[1,5-a]pyrazin-3-amine CN(C=1C=NN2C1C(NCC2)C)C